4-methyl-benzyl-trimethyl-ammonium chloride [Cl-].CC1=CC=C(C[N+](C)(C)C)C=C1